C(C)(=O)OCCCCCCCCC\C=C/CCBr (10Z)-13-bromo-10-tridecenyl acetate